ClC1=CN(C=2N=C(N=C(C21)OCC)NC2=C1C=NN(C1=CC=C2)C(C#N)(C)C)COCC[Si](C)(C)C 2-[4-[[5-chloro-4-ethoxy-7-(2-trimethylsilylethoxymethyl)pyrrolo[2,3-d]pyrimidin-2-yl]amino]indazol-1-yl]-2-methyl-propanenitrile